OC=1C=C2CC[C@@H]([C@@H](C2=CC1)C1=CC=C(C=C1)N1CCC(CC1)CC=O)C1=CC=CC=C1 2-[1-[4-[(1R,2S)-6-hydroxy-2-phenyl-tetralin-1-yl]phenyl]-4-piperidyl]acetaldehyde